5H-pyrrolo[3,2-d]pyrimidin-6-carbonitrile N1=CN=CC2=C1C=C(N2)C#N